[Cl-].C(C)[NH+](CC)CC triethylammonium chloride salt